2,3,6,7,10,11-hexahydroxybenzophenanthrene OC=1C=C2C=3C=C(C(=CC3C3=C(C2=CC1O)C=C(C(=C3)O)O)O)O